C1(=CC=C(C=C1)CCN)C1=CC=CC=C1 2-([1,1'-biphenyl]-4-yl)ethane-1-amine